[1,1'-biphenyl]-3-carboxamide C1(=CC(=CC=C1)C(=O)N)C1=CC=CC=C1